3-(methyl-sulfanyl)propan-1-amine CSCCCN